FC(N1N=CC=C1C(CNC(OC(C)(C)C)=O)=O)F tert-butyl {2-[1-(difluoromethyl)-1H-pyrazol-5-yl]-2-oxoethyl}carbamate